ClC1=CC=C(OCCCN2CCC(CC2)NC(COC=2C=NC(=CC2)Cl)=O)C=C1 N-(1-(3-(4-chlorophenoxy)propyl)piperidin-4-yl)-2-((6-chloropyridin-3-yl)oxy)acetamide